N,N'-di(1-naphthyl)-N,N'-diphenyl-(1,1'-biphenyl)-4,4'-diamin C1(=CC=CC2=CC=CC=C12)N(C1=CC=C(C=C1)C1=CC=C(C=C1)N(C1=CC=CC=C1)C1=CC=CC2=CC=CC=C12)C1=CC=CC=C1